7-hydroxy-4-methyl-3-[3-(4-methyl-piperazin-1-yl)-3-oxo-propenyl]-2-oxo-2H-chromene-8-carbaldehyde OC1=CC=C2C(=C(C(OC2=C1C=O)=O)C=CC(=O)N1CCN(CC1)C)C